ClC=1C(=C(C=CC1)C=1C=C2CC(C(C2=CC1)NC(O[C@@H]1CN2CCC1CC2)=O)(C)C)C (S)-quinuclidin-3-yl (5-(3-chloro-2-methylphenyl)-2,2-dimethyl-2,3-dihydro-1H-inden-1-yl)carbamate